COC1=C(C=CC=C1)NC1=NC(=NC(=C1)C(NC1CC2=CC=CC=C2CC1)=O)NC(OC(C)(C)C)=O Tert-butyl (4-((2-methoxyphenyl)amino)-6-((1,2,3,4-tetrahydronaphthalen-2-yl)carbamoyl)-pyrimidin-2-yl)carbamate